4-chloro-10-(2,6-difluoro-4-[(2-{[2-(methylamino)ethyl]amino}ethyl)amino]phenyl)-8-ethyl-9-oxo-6,8,10-triazatricyclo[9.4.0.02,7]pentadeca-1(11),2(7),3,5,12,14-hexaene-13-carbonitrile ClC1=CC=2C=3C=CC(=CC3N(C(N(C2N=C1)CC)=O)C1=C(C=C(C=C1F)NCCNCCNC)F)C#N